2-(9-oxo-2-(3-phenylpropan-oyl)-7-oxa-2,10-diazaspiro-[5.6]dodecan-10-yl)acetic acid O=C1COC2(CCCN(C2)C(CCC2=CC=CC=C2)=O)CCN1CC(=O)O